C(C)(=O)NS(=O)(=O)C1=CC=C(C=C1)NC(=O)C1=NC(=CN=C1N)C=1C2=C(SC1)C=CC=C2 N-(4-(N-acetylsulfamoyl)phenyl)-3-amino-6-(benzo[b]thiophen-3-yl)pyrazine-2-carboxamide